5-chloro-N4-cyclopentyl-N2-(1-hydroxy-3,3,7-trimethyl-2,1-benzoxaborole-5-yl)pyrimidine-2,4-diamine ClC=1C(=NC(=NC1)NC=1C=C(C2=C(C(OB2O)(C)C)C1)C)NC1CCCC1